3-(5-(6-((4'-chloro-5,5-dimethyl-3,4,5,6-tetrahydro-[1,1'-biphenyl]-2-yl)methyl)-3,6-diazabicyclo[3.1.1]heptane-3-carbonyl)-1-oxoisoindolin-2-yl)piperidine-2,6-dione ClC1=CC=C(C=C1)C1=C(CCC(C1)(C)C)CN1C2CN(CC1C2)C(=O)C=2C=C1CN(C(C1=CC2)=O)C2C(NC(CC2)=O)=O